C(CC)N1C(C2C34C5CC(=CCC5C(C2C1=O)C4)C3)=O 4-(n-propyl)-4-aza-pentacyclo[9.2.1.11,7.02,6.08,13]-10-pentadecene-3,5-dione